7-bromo-9-chloro-1-methyl-4,5-dihydro-3H-imidazo[1,5-a][1,3]diazepin-2-one iron (iii) sulfate hydrate O.S(=O)(=O)([O-])[O-].[Fe+3].BrC1=NC(=C2N1CCCC(N2C)=O)Cl.S(=O)(=O)([O-])[O-].S(=O)(=O)([O-])[O-].[Fe+3]